4-(4-(benzyloxy)-1-(4,4-difluorocyclohexyl)-2-(tetrahydro-2H-pyran-4-yl)-1H-indol-3-yl)benzoic acid C(C1=CC=CC=C1)OC1=C2C(=C(N(C2=CC=C1)C1CCC(CC1)(F)F)C1CCOCC1)C1=CC=C(C(=O)O)C=C1